(R)-5-Benzyl-N-(2,4-dimethyl-5-oxo-5,6,7,8-tetrahydro-4H-pyrazolo[1,5-a][1,3]diazepin-6-yl)-4H-1,2,4-triazol-3-carboxamid C(C1=CC=CC=C1)C=1NC(=NN1)C(=O)N[C@H]1C(N(C=2N(CC1)N=C(C2)C)C)=O